CN(C(=O)[C@@H]1C[C@H]([C@H](CC1)NC(C(=O)O)=O)NC(=O)C=1SC=2CN(CCC2N1)C)C 2-(((1S,2R,4S)-4-(dimethylcarbamoyl)-2-(5-methyl-4,5,6,7-tetrahydrothiazolo[5,4-c]pyridine-2-carboxamido)cyclohexyl)amino)-2-oxoacetic acid